BrCCCOC=1C(=C(C=CC1)B1OC(C(O1)(C)C)(C)C)C 2-(3-(3-Bromopropoxy)-2-methylphenyl)-4,4,5,5-tetramethyl-1,3,2-dioxaborolan